3,11-Diethyl-7-(o-tolyloxy)-6,8-dioxo-3,4,5,9,10,11-hexaazatridec-4,9-diene 4,10-dioxide C(C)N(CC)[N+](=NC(C(C(N=[N+](N(CC)CC)[O-])=O)OC1=C(C=CC=C1)C)=O)[O-]